N-(5-((4-(aminomethyl)phenyl)(cyclopropylmethylamino)methyl)-2-fluorophenyl)-3-(trifluoromethyl)-1H-pyrazole-5-carboxamide NCC1=CC=C(C=C1)C(C=1C=CC(=C(C1)NC(=O)C1=CC(=NN1)C(F)(F)F)F)NCC1CC1